4-hydroxyanisole OC1=CC=C(C=C1)OC